(3S,4S)-1-(4-cyanobenzoyl)-N3,N4-bis((1S,2R)-2-phenylcyclopropyl)pyrrolidine-3,4-dicarboxamide C(#N)C1=CC=C(C(=O)N2C[C@H]([C@@H](C2)C(=O)N[C@@H]2[C@H](C2)C2=CC=CC=C2)C(=O)N[C@@H]2[C@H](C2)C2=CC=CC=C2)C=C1